N-(6-bromopyrazin-2-yl)-4-fluoropyrrolidine-2-carboxamide BrC1=CN=CC(=N1)NC(=O)C1NCC(C1)F